COC=1C=C(C=NC1)C1=NC(=NC(=C1)N(C=1C=C(C=CC1)C)C)C1CN(CCC1)C(C)=O 1-(3-(4-(5-methoxypyridin-3-yl)-6-(methyl(m-tolyl)amino)pyrimidin-2-yl)piperidin-1-yl)ethan-1-one